4-(indolin-1-yl)aniline N1(CCC2=CC=CC=C12)C1=CC=C(N)C=C1